CC1=C(C(=CC(=C1N)C)C)N 1,3,5-trimethyl-2,6-diaminobenzene